COCC1=NC2=CC(=CC(=C2N=C1)C=1SC2=C(N1)C=C1C(=C2)OCO1)C 6-(2-(methoxymethyl)-7-methylquinoxalin-5-yl)-[1,3]dioxolo[4',5':4,5]benzo[1,2-d]thiazole